methyl 3-carboxy-α-cyanocinnamate C(=O)(O)C=1C=C(C=C(C(=O)OC)C#N)C=CC1